(p-hydroxyphenyl)-ethanol OC1=CC=C(C=C1)C(C)O